ClC=1C=CC=C2C=CC=C(C12)S(=O)(=O)[O-].[Na+] sodium 8-chloronaphthalene-1-sulfonate